C1(C=CC=C1)[Ti](C1=C(C(=CC=C1F)N1C=CC=C1)F)(C1=C(C(=CC=C1F)N1C=CC=C1)F)C1C=CC=C1 Bis(2,4-cyclopentadienyl)bis[2,6-difluoro-3-(1H-pyrrole-1-yl)phenyl]titanium(IV)